6-Chloro-N2-ethyl-N4-(propan-2-yl)-1,3,5-triazine-2,4-diamine ClC1=NC(=NC(=N1)NCC)NC(C)C